O1C(COCC1)COC1=CC(=C(C(=N1)CCC1=CC=C(C=C1)OCC1=NC(=NO1)C)CC)O 6-((1,4-Dioxan-2-yl)methoxy)-3-ethyl-2-(4-((3-methyl-1,2,4-oxadiazol-5-yl)methoxy)phenethyl)pyridin-4-ol